CC1=CC(C(=CN1)C=O)=O 1,4-DIHYDRO-6-METHYL-4-OXO-3-PYRIDINECARBOXALDEHYDE